N[C@@H](CS)C(=O)O [3S]-cysteine